(Z)-hexadec-11-enaldehyde C(CCCCCCCCC\C=C/CCCC)=O